7-(2-methyl-8-(trifluoromethyl)imidazo[1,2-a]pyridin-6-yl)-3-(piperidin-4-yl)quinazolin-4(3H)-one CC=1N=C2N(C=C(C=C2C(F)(F)F)C2=CC=C3C(N(C=NC3=C2)C2CCNCC2)=O)C1